C(C1=CC=CC=C1)(=O)OCCOCCOCCOCCC 2-(2-(2-propoxyethoxy)ethoxy)ethyl benzoate